3-(cyclohexyl-(hydroxy)methyl)-6,7-dimethylquinoxaline C1(CCCCC1)C(C=1C=NC2=CC(=C(C=C2N1)C)C)O